ClC1=C(C(=CC=C1Cl)O)C1CC(NCC1)CC(=O)N rel-2-[4-(2,3-dichloro-6-hydroxyphenyl)piperidin-2-yl]Acetamide